8-[(1R)-1-aminoethyl]-3,6-dimethyl-2-methylsulfanyl-quinazolin-4-one N[C@H](C)C=1C=C(C=C2C(N(C(=NC12)SC)C)=O)C